FC1=C2C(=CNC2=CC=C1OC)C(C(=O)Cl)=O 2-(4-fluoro-5-methoxy-1H-indol-3-yl)-2-oxoacetyl chloride